CN1CC(C1)(C)[C@@](C=1C=C(C=NC1)CCC(CC)(O)C1=NC=NC(=C1)C)(C1=CC=C(C=C1)C(C)C)O 1-{5-[(R)-(1,3-dimethyl-azetidin-3-yl)-hydroxy-(4-isopropyl-phenyl)-methyl]-pyridin-3-yl}-3-(6-methyl-pyrimidin-4-yl)-pentan-3-ol